[C@@H]12N(C[C@@H](NC1)C2)C2=C(C=CC(=C2)C=2C(=NC=CC2)C)C=2C(=NC(=NC2)C2=C(C=CC=C2OC)F)C(=O)N (2-((1S,4S)-2,5-diazabicyclo[2.2.1]hept-2-yl)-4-(2-methylpyridin-3-yl)phenyl)-2-(2-fluoro-6-methoxyphenyl)pyrimidine-4-carboxamide